1-(1-hydroxy-7-indazol-1-yl-2,3,1-benzodiazaborinin-2-yl)ethanone OB1N(N=CC2=C1C=C(C=C2)N2N=CC1=CC=CC=C21)C(C)=O